ClC=1C=CC(=C(CN2CC3(CC2)CCN(CC3)C(=O)N3N=C(C=C3)C(=O)O)C1)C(F)(F)F 1-(2-(5-chloro-2-(trifluoromethyl)benzyl)-2,8-diazaspiro[4.5]decane-8-carbonyl)-1H-pyrazole-3-carboxylic acid